FC=1C=C(C=C(C1)F)C1COCC(=N1)OC 3-(3,5-difluorophenyl)-5-methoxy-3,6-dihydro-2H-1,4-oxazine